copper indium gallium tin [Sn].[Ga].[In].[Cu]